6-[(E)-but-2-enyl]-2-methyl-4-[2-(morpholine-4-carbonyl)pyrimidin-5-yl]-1H-pyrrolo[2,3-c]pyridin-7-one C(\C=C\C)N1C(C2=C(C(=C1)C=1C=NC(=NC1)C(=O)N1CCOCC1)C=C(N2)C)=O